4-(3-isopropyl-1,2,4-oxadiazol-5-yl)-3,6-dihydropyridine-1(2H)-carboxylic acid tert-butyl ester C(C)(C)(C)OC(=O)N1CCC(=CC1)C1=NC(=NO1)C(C)C